CC=1N=C(NC1C)C1=NC=CC(=C1)C=1C=NC=C(C1)C(=O)N1C(CC1)C(F)(F)F 2'-(4,5-Dimethyl-1H-imidazol-2-yl)-5-{[2-(trifluoromethyl)azetidin-1-yl]carbonyl}-3,4'-bipyridin